NC[C@@H](CO)F (2S)-3-amino-2-fluoropropane-1-ol